(6aR,10aR)-6,6-dimethyl-3-(2-methyloctan-2-yl)-9-oxo-6a,7,8,9,10,10a-hexahydro-6H-benzo[c]chromen-1-yl acetate C(C)(=O)OC1=C2[C@H]3[C@H](C(OC2=CC(=C1)C(C)(CCCCCC)C)(C)C)CCC(C3)=O